ClC=1C(=NC=CC1[S-])C1CC1 3-chloro-2-cyclopropylpyridine-4-thiolate